C1=C(C=CC2=CC=CC=C12)N[C@@H](C)C(=O)O L-2-Naphthylalanine